BrC=1C(=C2C(=NC1)NC=C2)F 5-bromo-4-fluoro-1H-pyrrolo[2,3-b]pyridine